N1(CCNCCC1)CCOC1=CC=C(C=C1)NC1=NC(=NC=2C=NNC(C21)=O)N2CCCCC2 4-((4-(2-(1,4-diazepan-1-yl)ethoxy)phenyl)amino)-2-(piperidin-1-yl)pyrimido[4,5-d]pyridazin-5(6H)-one